1,3-dihydroxy-2-methoxyanthraquinone OC1=C(C(=CC=2C(C3=CC=CC=C3C(C12)=O)=O)O)OC